2-Azaspiro[3.5]Nonan C1NCC12CCCCC2